CN(C1=CC(=C(C(=O)C2=C(C(=O)O)C=CC=C2)C=C1)O)C 2-(4-(dimethylamino)-2-hydroxybenzoyl)benzoic acid